O=C1C2=CC(=CC=C2CC12CCNCC2)C(=O)N2CCCCC2 1-oxo-6-(piperidine-1-carbonyl)-1,3-dihydrospiro[indene-2,4'-piperidine]